tert-butyl N-(2-cyano-2-methylideneethyl)-N-[2-(2-methoxyethoxy)-7-(4-{[(1r,4r)-4-(dimethylamino)cyclohexyl]carbamoyl}pyrimidin-2-yl)naphthalen-1-yl]carbamate C(#N)C(CN(C(OC(C)(C)C)=O)C1=C(C=CC2=CC=C(C=C12)C1=NC=CC(=N1)C(NC1CCC(CC1)N(C)C)=O)OCCOC)=C